CC=1SC2=C(N1)C(=CC=C2CNC(C=C)=O)OC2=NC=C(C=C2)C(F)(F)F N-{(2-methyl-4-[{5-(trifluoromethyl)pyridin-2-yl}oxy]benzo[d]thiazol-7-yl)methyl}acrylamide